CC=1C=C(C=C(C1)B1OC(C(O1)(C)C)(C)C)C1(CCOCC1)O 4-(3-methyl-5-(4,4,5,5-tetramethyl-1,3,2-dioxaborolan-2-yl)phenyl)tetrahydro-2H-pyran-4-ol